Benzyl 2-(1-((tert-butoxycarbonyl) amino)-4-methylpent-3-yl)-2,6-diazaspiro[3.4]octane-6-carboxylate C(C)(C)(C)OC(=O)NCCC(C(C)C)N1CC2(C1)CN(CC2)C(=O)OCC2=CC=CC=C2